1-(1-(dimethylglycyl)piperidin-3-yl)-5-(8-methoxy-[1,2,4]triazolo[1,5-a]pyridin-6-yl)-6-methyl-1,3-dihydro-2H-benzo[d]imidazol-2-one CN(CC(=O)N1CC(CCC1)N1C(NC2=C1C=C(C(=C2)C=2C=C(C=1N(C2)N=CN1)OC)C)=O)C